O=C1N(CCC(N1)=O)C1=CC(=C(CN2CCC(CC2)C=2OC3=C(N2)C=C(C(=C3)NC(C3=CN=C(C=C3)C(F)(F)F)=O)C(C)(C)O)C=C1)F N-(2-(1-(4-(2,4-dioxotetrahydropyrimidin-1(2H)-yl)-2-fluorobenzyl)piperidin-4-yl)-5-(2-hydroxypropan-2-yl)benzo[d]oxazol-6-yl)-6-(trifluoromethyl)nicotinamide